7-amino-1,3-naphthalene-disulfonic acid NC1=CC=C2C=C(C=C(C2=C1)S(=O)(=O)O)S(=O)(=O)O